NC=1C=NC=CC1C1=CC(=C(C(=O)NC=2C=NC(=C(C2)Cl)N2N=CC=N2)C=C1C1CC1)F 4-(3-aminopyridin-4-yl)-N-(5-chloro-6-(2H-1,2,3-triazol-2-yl)pyridin-3-yl)-5-cyclopropyl-2-fluorobenzamide